(4-bromo-1H-indol-1-yl)(3,5-difluoro-4-nitrophenyl)methanone BrC1=C2C=CN(C2=CC=C1)C(=O)C1=CC(=C(C(=C1)F)[N+](=O)[O-])F